F[C@@H]1[C@H](CN(CC1)C(=O)OC(C)(C)C)NC1=NC=C(C(=N1)C1=CN=C2N1C=C(C=C2)[C@@](C(F)(F)F)(C)O)F tert-butyl (3S,4S)-4-fluoro-3-[[5-fluoro-4-[6-[(1R)-2,2,2-trifluoro-1-hydroxy-1-methyl-ethyl]imidazo[1,2-a]pyridin-3-yl]pyrimidin-2-yl]amino]piperidine-1-carboxylate